1,1'-[2-hydroxypropane-1,3-diylbis(oxy-2,1-phenylene)]bis(3-phenyl-1-propanone) OC(COC1=C(C=CC=C1)C(CCC1=CC=CC=C1)=O)COC1=C(C=CC=C1)C(CCC1=CC=CC=C1)=O